Methyl (1R,5S)-5-(tert-butoxycarbonylamino)cyclohex-3-ene-1-carboxylate C(C)(C)(C)OC(=O)N[C@@H]1C=CC[C@H](C1)C(=O)OC